2-(4-chloro-3-(trifluoromethyl)phenyl)-3-(5-hydroxy-5-methylhex-1-ynyl)-6-(5-(trifluoromethyl)-2H-pyrazol-3-yl)phenol ClC1=C(C=C(C=C1)C1=C(C(=CC=C1C#CCCC(C)(C)O)C=1NN=C(C1)C(F)(F)F)O)C(F)(F)F